Succinimidyl-Amine C1(CCC(N1N)=O)=O